4-(3-(2-cyclobutylphenyl)-3-((2-(difluoromethoxy)-6-methylpyridin-3-yl)carbamoyl)azetidin-1-yl)-2,2-dimethyl-4-oxobutanoic acid C1(CCC1)C1=C(C=CC=C1)C1(CN(C1)C(CC(C(=O)O)(C)C)=O)C(NC=1C(=NC(=CC1)C)OC(F)F)=O